Tert-butyl (S)-3-((4-(3-(methoxycarbonyl)-6,7-dihydro-5H-benzo[7]annulen-9-yl)phenyl)amino)pyrrolidine-1-carboxylate COC(=O)C1=CC2=C(C(=CCCC2)C2=CC=C(C=C2)N[C@@H]2CN(CC2)C(=O)OC(C)(C)C)C=C1